[Li+].[Li+].[Li+].[Li+].[O-]P([O-])(=O)OP(=O)([O-])OP(=O)([O-])OP(=O)(O)O.[C@@H]1([C@H](O)[C@H](O)[C@@H](CO)O1)N1C=NC=2C(N)=NC=NC12 adenosine tetraphosphate tetralithium salt